tert-butyl (1-(5-((4-(4-(2,6-difluorobenzyl)-5-oxo-4,5-dihydro-1H-1,2,4-triazol-1-yl)phenyl)(hydroxy)methyl)-4-methylthiazol-2-yl)-3-methylazetidin-3-yl)carbamate FC1=C(CN2C=NN(C2=O)C2=CC=C(C=C2)C(C2=C(N=C(S2)N2CC(C2)(C)NC(OC(C)(C)C)=O)C)O)C(=CC=C1)F